C(C)C(COCC(CC)CC)CC mono-2-ethylbutyl ether